FC(C1=CC(=CC2=CC=CC=C12)B(O)O)(F)F 1-(TRIFLUOROMETHYL)NAPHTHALENE-3-BORONIC ACID